N1=CNC2=NC=CC(=C21)C=2C=NN(C2)C(=O)N2CC(C(C2)C)C#N (4-(3H-imidazo[4,5-b]pyridin-7-yl)-1H-pyrazole-1-carbonyl)-4-methylpyrrolidine-3-carbonitrile